S1C(=NC2=C1C=CC=C2)NC(=O)C=2C=CC=C1CCN=CC21 8-(benzo[d]thiazol-2-ylcarbamoyl)-3,4-dihydroisoquinolin